2-(3-oxa-8-azabicyclo[3.2.1]octan-8-yl)-N-(6-(1,2-dimethyl-1H-imidazol-5-yl)isoquinolin-3-yl)acetamide C12COCC(CC1)N2CC(=O)NC=2N=CC1=CC=C(C=C1C2)C2=CN=C(N2C)C